Bis-Tertiary Butyl-AminoSilane C(C)(C)(C)[SiH](N)C(C)(C)C